Br.FC(OC1=CC=C(C=C1)C1=CN=C(N1)CN)(F)F 1-{5-[4-(Trifluoromethoxy)phenyl]-1H-imidazol-2-yl}methylamine hydrogen bromide